ethyl-3,8-diazabicyclo[3.2.1]octane-8-carboxamide C(C)C12CNCC(CC1)N2C(=O)N